P(=O)(OC(C)(C)C)(OC(C)(C)C)O[C@@H]1[C@@H](CCC1)NC1=NC=CC(=C1)C1=CC(=CC=C1)OCCCCCCCCCCC Di-tert-butyl (1S,2R)-2-({4-[3-(undecyloxy)phenyl]pyridin-2-yl}amino)cyclopentyl phosphate